FC1=NC(=C2N=CN(C2=N1)C1OCCC1)NCC1=C(C=CC=C1)O 2-fluoro-6-[(2-hydroxybenzyl)amino]-9-(tetrahydrofuran-2-yl)-9H-purine